2-(6,8-diphenyldibenzo[b,d]thiophen-4-yl)-4,4,5,5-tetramethyl-1,3,2-dioxaborolan C1(=CC=CC=C1)C1=CC(=CC=2C3=C(SC21)C(=CC=C3)B3OC(C(O3)(C)C)(C)C)C3=CC=CC=C3